4-((1H-pyrazol-1-yl)methyl)-N-((5-(tert-butyl)-2-methoxyphenyl)sulfonyl)-2-fluorobenzamide N1(N=CC=C1)CC1=CC(=C(C(=O)NS(=O)(=O)C2=C(C=CC(=C2)C(C)(C)C)OC)C=C1)F